ClC1=NN(C(=C1C(F)(F)F)C(=O)NC1=CC(=NC=C1)S(=O)(=O)C)CC1CCC(CC1)(F)F 3-chloro-1-((4,4-difluorocyclohexyl)methyl)-N-(2-(methylsulfonyl)pyridin-4-yl)-4-(trifluoromethyl)-1H-pyrazole-5-carboxamide